ethyl 4-amino-3-(hydroxymethyl)-3-methylpyrrolidine-1-carboxylate NC1C(CN(C1)C(=O)OCC)(C)CO